C1=CC=CC=2CCC(=CC12)C(=O)[O-] Naphthalene-7(5H)-carboxylate